(phenylsulfonyl)-6-(3-(2-(1-(trifluoromethyl)cyclopropyl)ethoxy)-1H-pyrazol-1-yl)nicotinamide C1(=CC=CC=C1)S(=O)(=O)C1=C(C(=O)N)C=CC(=N1)N1N=C(C=C1)OCCC1(CC1)C(F)(F)F